propan-2-yl 4-[2-fluoro-5-[[6-oxo-4-(trifluoromethyl)-1H-pyridine-3-carbonyl]amino]-4-[(3R-5S)-3,4,5-trimethylpiperazin-1-yl]phenyl]-3,6-dihydro-2H-pyridine-1-carboxylate FC1=C(C=C(C(=C1)N1C[C@H](N([C@H](C1)C)C)C)NC(=O)C1=CNC(C=C1C(F)(F)F)=O)C=1CCN(CC1)C(=O)OC(C)C